Tert-butyl (cis)-4-(4-(((s)-3-((tert-butyl dimethyl silyl)oxy)-1-methoxy-1-oxopropan-2-yl)carbamoyl)thiazol-2-yl)-2,6-dimethylpiperazine-1-carboxylate [Si](C)(C)(C(C)(C)C)OC[C@@H](C(=O)OC)NC(=O)C=1N=C(SC1)N1C[C@@H](N([C@@H](C1)C)C(=O)OC(C)(C)C)C